({1-[2-(2,5-difluorophenyl) ethyl] azetidin-3-yl} amino) methanoate C(=O)ONC1CN(C1)CCC1=C(C=CC(=C1)F)F